ClC=1C2=C(C=NC1)NC(=N2)C(C)C 7-chloro-2-isopropyl-3H-imidazo[4,5-c]pyridine